C(C=C)(=O)N1CC(C1)C=1C=C2CN(C(C2=CC1)=O)C1=CC(=CC2=CC=CC=C12)O 5-(1-acryloylazetidin-3-yl)-2-(3-hydroxynaphthalen-1-yl)isoindolin-1-one